(S)-1-((2-(amino(4,4-difluorocyclohexyl)methyl)imidazo[1,2-b]pyridazin-7-yl)methyl)imidazolidin-2-one tert-butyl-4-(3,4-dichloro-5-fluoro-1H-indole-2-carbonyl)piperazine-1-carboxylate C(C)(C)(C)OC(=O)N1CCN(CC1)C(=O)C=1NC2=CC=C(C(=C2C1Cl)Cl)F.N[C@H](C=1N=C2N(N=CC(=C2)CN2C(NCC2)=O)C1)C1CCC(CC1)(F)F